chloro-4-((3-phenyl-1H-pyrazol-4-yl)oxy)pyridine ClC1=NC=CC(=C1)OC=1C(=NNC1)C1=CC=CC=C1